N-[(4-(5-chloropyridin-2-yloxy)phenyl)thiocarbamoyl]furan-2-carboxamide ClC=1C=CC(=NC1)OC1=CC=C(C=C1)NC(=S)NC(=O)C=1OC=CC1